3-(4-fluoro-benzoyl)-1,1-dimethyl-1,2,3,4,5,6,7,8,9,10-decahydroazepino[4,5-b]indole-5-carboxylic acid ethyl ester C(C)OC(=O)C1CN(CC(C2=C1NC=1CCCCC21)(C)C)C(C2=CC=C(C=C2)F)=O